NC=1C=CC(=C(C1)[C@@H]1[C@@H](CC1)C#N)Cl cis-2-(5-amino-2-chlorophenyl)cyclobutanecarbonitrile